1,4-bis(2-ethylhexoxy)-1,4-dioxobutane-2-sulfonate C(C)C(COC(C(CC(=O)OCC(CCCC)CC)S(=O)(=O)[O-])=O)CCCC